CC1(C(NC2=CC=CC=C12)=O)C 1,2-dihydro-3,3-dimethyl-2-oxo-3H-indole